N-(phosphomethyl)glycine ammonium salt [NH4+].P(=O)(O)(O)CNCC(=O)[O-]